(S)-tert-butyl 4-(2-fluoro-4-nitrophenyl)-3-(hydroxymethyl)piperazine-1-carboxylate FC1=C(C=CC(=C1)[N+](=O)[O-])N1[C@@H](CN(CC1)C(=O)OC(C)(C)C)CO